(3R,4S)-4-methyltetrahydrofuran C[C@H]1CCOC1